methyl 1-({(but-3-yn-1-yl) [(1R)-1-(3,5-diethoxy-4-methylphenyl)ethyl]carbamoyl}amino)-3,3-difluorocyclobutane-1-carboxylate C(CC#C)N(C(=O)NC1(CC(C1)(F)F)C(=O)OC)[C@H](C)C1=CC(=C(C(=C1)OCC)C)OCC